FC1(N(C(C(C(C1(F)F)(F)F)(F)F)(F)F)C1(C(C(C(C(C1(F)F)(F)F)(C(F)(F)F)F)(F)F)(F)F)C(F)(F)F)F perfluoro-1,4-dimethylcyclohexylpiperidine